C(#CC)C1=NN(C2=C(C=CC=C12)C(=O)O)CC1=CC=C(C=C1)C=1SC=CN1 (propan-1-yn-1-yl)-1-(4-(thiazol-2-yl)benzyl)-1H-indazole-7-carboxylic acid